2-bromo-N-(5-((3-fluoropyridin-2-yl)oxy)pyridin-2-yl)propanamide tert-butyl-(3R)-3-[(2,7-dichloro-8-fluoro-pyrido[4,3-d]pyrimidin-4-yl)-methyl-amino]pyrrolidine-1-carboxylate C(C)(C)(C)OC(=O)N1C[C@@H](CC1)N(C)C=1C2=C(N=C(N1)Cl)C(=C(N=C2)Cl)F.BrC(C(=O)NC2=NC=C(C=C2)OC2=NC=CC=C2F)C